4-(1-(pent-3-yl)-1H-pyrazol-4-yl)-6-(1-(2-(pyrrolidin-1-yl)ethyl)-1H-pyrazol-4-yl)pyrazolo[1,5-a]pyrazine CCC(CC)N1N=CC(=C1)C=1C=2N(C=C(N1)C=1C=NN(C1)CCN1CCCC1)N=CC2